C(C1=CC=CC=C1)N1C(C(N2C3(C1NC=1C=CC=CC31)C=CC2=O)C2=CC=C(C=C2)F)=O (±)-7-benzyl-5-(4-fluorophenyl)-7a,8-dihydro-3H,5H-pyrrolo[2',1':3,4]pyrazino[2,3-b]indole-3,6(7H)-dione